(S)-1-(3-cyano-6-methyl-4-(trifluoromethyl)pyridin-2-yl)-N-(3,4-difluorophenyl)pyrrolidine-2-carboxamide C(#N)C=1C(=NC(=CC1C(F)(F)F)C)N1[C@@H](CCC1)C(=O)NC1=CC(=C(C=C1)F)F